BrC1=CC=C(C=C1)P(=O)(C)C 1-bromo-4-dimethylphosphorylbenzene